1,3-dimethyl-4,5-diphenyl-1H-imidazolium CN1C=[N+](C(=C1C1=CC=CC=C1)C1=CC=CC=C1)C